1-(Ethylimino)-4-(5-((4-(((1r,4r)-4-hydroxy-4-methylcyclohexyl)oxy)-5-(trifluoromethyl)pyrimidin-2-yl)amino)pyridin-2-yl)-1λ6-thiomorpholine 1-oxide C(C)N=S1(CCN(CC1)C1=NC=C(C=C1)NC1=NC=C(C(=N1)OC1CCC(CC1)(C)O)C(F)(F)F)=O